manganese sulphate manganese (II) [Mn+2].S(=O)(=O)([O-])[O-].[Mn]